O=C(CC(=O)SCCNC(CCNC([C@@H](C(COP(OP(OC[C@@H]1[C@H]([C@H]([C@@H](O1)N1C=NC=2C(N)=NC=NC12)O)OP(=O)(O)O)(=O)O)(=O)O)(C)C)O)=O)=O)CC(CCC)=O 3,5-dioxooctanoyl-CoA